6-bromo-5-(trifluoromethyl)pyridin-2-amine BrC1=C(C=CC(=N1)N)C(F)(F)F